O=C1NC(CCC1N1C(C2=CC=C(C=C2C1=O)CNC(C(CC1=CC=C(C=C1)C)=O)=O)=O)=O N-((2-(2,6-dioxopiperidin-3-yl)-1,3-dioxoisoindolin-5-yl)methyl)-2-oxo-3-(p-tolyl)propanamide